3-Ethyl-5-(4-methylpiperazin-1-yl)-2,3-dihydro-1,4-benzodioxine C(C)C1OC2=C(OC1)C=CC=C2N2CCN(CC2)C